C(C)(C)(C)OC(=O)N1CC2(CN(C2)C(=O)[C@@H]2C(C2)(C)C)[C@@H](C1)C(=O)N[C@@H]([C@H](O)C)C(=O)O ((S)-6-(tert-butoxycarbonyl)-2-((S)-2,2-dimethylcyclopropane-1-carbonyl)-2,6-diazaspiro[3.4]octane-8-carbonyl)-L-threonine